ClC=1C=CC2=C(C(C(CCN2S(=O)(=O)C2=CC=C(C=C2)C)(F)F)(O)C)C1 7-chloro-4,4-difluoro-5-methyl-1-(4-methylbenzenesulfonyl)-2,3,4,5-tetrahydro-1H-1-benzoazepin-5-ol